7-[(3S,4R)-4-[2-methoxy-4-(trifluoromethoxy)anilino]-3-methyl-1-piperidinyl]-2,4-dimethyl-5-oxo-thiazolo[5,4-b]pyridine-6-carbonitrile COC1=C(N[C@H]2[C@H](CN(CC2)C=2C3=C(N(C(C2C#N)=O)C)SC(=N3)C)C)C=CC(=C1)OC(F)(F)F